BrC1=CC=C(C=C1)NC(=O)NC=1SC2=C(N1)C=CC(=C2)[N+](=O)[O-] 1-(4-bromophenyl)-3-(6-nitrobenzo[d]thiazol-2-yl)urea